dimethyl-ethoxyethane CC(C)(OCC)C